tert-butyl 3-(3-(hydroxymethyl)cyclobutyl)-2-oxo-1-oxa-3,8-diazaspiro[4.5]decane-8-carboxylate OCC1CC(C1)N1C(OC2(C1)CCN(CC2)C(=O)OC(C)(C)C)=O